1-naphthylmethyl-p-hydroxyphenyl-sulfonium tetrakis(pentafluorophenyl)borate FC1=C(C(=C(C(=C1[B-](C1=C(C(=C(C(=C1F)F)F)F)F)(C1=C(C(=C(C(=C1F)F)F)F)F)C1=C(C(=C(C(=C1F)F)F)F)F)F)F)F)F.C1(=CC=CC2=CC=CC=C12)C[SH+]C1=CC=C(C=C1)O